manganese dipentanoylmethane C(CCCC)(=O)CC(CCCC)=O.[Mn]